NCC1=CC=C(C=C1)NC(=O)C1=CC2=C(OCCC3=C2SC=C3)C=C1C=1C(=NC(=CC1)C(NCC(C)(C)O)=O)C(=O)O 3-(9-((4-(aminomethyl)phenyl)carbamoyl)-4,5-dihydrobenzo[b]thieno[2,3-d]oxepin-8-yl)-6-((2-hydroxy-2-methylpropyl)carbamoyl)picolinic acid